benzyl 4-((2-((8R,9S,13S,14S,17R)-17-hydroxy-3-methoxy-13-methyl-7,8,9,11,12,13,14,15,16,17-decahydro-6H-cyclopenta[a]phenanthren-17-yl)ethyl)amino)piperidine-1-carboxylate O[C@]1(CC[C@H]2[C@@H]3CCC=4C=C(C=CC4[C@H]3CC[C@]12C)OC)CCNC1CCN(CC1)C(=O)OCC1=CC=CC=C1